N-(5-hydroxypyridin-2-yl)-4'-hydroxybiphenyl-4-carboxamide OC=1C=CC(=NC1)NC(=O)C1=CC=C(C=C1)C1=CC=C(C=C1)O